CC1=NN2C(N=CCC2)=C1 2-methyl-6,7-dihydropyrazolo[1,5-a]pyrimidin